8-[(2-hydroxyethyl)(6-oxo-6-(undecyloxy)hexyl)amino]octanoic acid heptadec-9-yl ester CCCCCCCCC(CCCCCCCC)OC(CCCCCCCN(CCCCCC(OCCCCCCCCCCC)=O)CCO)=O